FC1([C@H](CN(CC1)[C@H](C(=O)NC1=NC=C(C=C1)OC1=C(C=C(C=C1)F)F)C)C1=CNC(C(=C1)CNC)=O)F (S)-2-((S)-4,4-difluoro-3-(5-((methylamino)methyl)-6-oxo-1,6-dihydropyridin-3-yl)piperidin-1-yl)-N-(5-(2,4-difluorophenoxy)pyridin-2-yl)propionamide